methyl (7S)-7-methyl-2-[2-(1H-pyrazol-1-yl)ethyl]-3-({[(pyridin-4-yl)methyl]carbamoyl}methyl)-3H,6H,7H,8H,9H-imidazo[4,5-f]quinoline-6-carboxylate C[C@@H]1N(C2=CC=C3C(=C2CC1)N=C(N3CC(NCC3=CC=NC=C3)=O)CCN3N=CC=C3)C(=O)OC